C([2H])([2H])([2H])N(CC(=O)N1C(C(N(C(C1([2H])[2H])([2H])[2H])C1=CC=C2C(=N1)C(=C(N2)C=2C(=C(C=1N(C2)N=CN1)C)C)C(C)C)([2H])[2H])([2H])[2H])C([2H])([2H])[2H] 2-[Di(2H3)methylamino]-1-[4-(2-{7,8-dimethyl-[1,2,4]triazolo[1,5-a]pyridin-6-yl}-3-(propan-2-yl)-1H-pyrrolo[3,2-b]pyridin-5-yl)(2,2,3,3,5,5,6,6-2H8)piperazin-1-yl]ethan-1-on